2-(6-fluoroisoindolin-5-yl)-N-(3-(4-fluoropiperidin-1-yl)propyl)benzo[d]imidazo[2,1-b]thiazole-7-carboxamide FC1=C(C=C2CNCC2=C1)C=1N=C2SC3=C(N2C1)C=CC(=C3)C(=O)NCCCN3CCC(CC3)F